tri-n-butyl-(2,5-dihydroxyphenyl)phosphonium bromide [Br-].C(CCC)[P+](C1=C(C=CC(=C1)O)O)(CCCC)CCCC